4-[(3S,5aR,6R,7R,8aS)-7-hydroxy-6-{(1E,3R)-3-hydroxy-4-[4-(trifluoromethyl)phenoxy]-1-buten-1-yl}octahydro-2H-cyclopenta[b]oxepin-3-yl]butanoic acid O[C@H]1[C@@H]([C@@H]2[C@@H](OC[C@H](CC2)CCCC(=O)O)C1)\C=C\[C@H](COC1=CC=C(C=C1)C(F)(F)F)O